F[C@@H]1[C@@H](C1)C(=O)NC1=CC=C2C(=N1)N(C=C2C2=C(C=C1C=NN(C1=C2)COCC[Si](C)(C)C)OC)COCC[Si](C)(C)C (1S,2S)-2-fluoro-N-[3-(5-methoxy-1-[[2-(trimethylsilyl)ethoxy]methyl]indazol-6-yl)-1-[[2-(trimethylsilyl)ethoxy]methyl]pyrrolo[2,3-b]pyridin-6-yl]cyclopropane-1-carboxamide